C1(CCCC1)NC(=O)NC1CCCC1 1,3-dicyclopentylurea